FC1=C(C(=C(C(=C1OB(OC1=C(C(=C(C(=C1F)F)F)F)F)OC1=C(C(=C(C(=C1F)F)F)F)F)F)F)F)F.C1(=CC=CC=C1)[Si](O[Na])(C1=CC=CC=C1)C1=CC=CC=C1 (triphenylsiloxy)sodium tris(pentafluorophenyl)borate